water, dihydrate O.O.O